O1CC(CCC1)CNC(C)=O N-((tetrahydro-2H-pyran-3-yl)methyl)acetamide